NC=1C(=NC(=C(C1)OCCOC)OC)C#N 3-amino-6-methoxy-5-(2-methoxyethoxy)pyridinecarbonitrile